N-(2-acryloyloxyethyl)-3-butyl-2-pyrrolidone C(C=C)(=O)OCCN1C(C(CC1)CCCC)=O